C(C)(C)(C)C1=C(C=2CC3=CC(=CC=C3C2C=C1)C(C)(C)C)[Zr] (2,7-di-tert-butylfluorenyl)zirconium